CN1C[C@H]2N(C3=CC=4C(=NC=NC4C=C3OC2)NC2=CC(=C(C=C2)OC2=CC3=C(N(C=N3)C)C=C2)C)CC1 (R)-3-methyl-N-(3-methyl-4-((1-methyl-1H-benzo[d]imidazol-5-yl)oxy)phenyl)-1,2,3,4,4a,5-hexahydropyrazino[1',2':4,5][1,4]oxazino[3,2-g]quinazolin-11-amine